S1C(=CC=C1)C=1C=CC2=C(N=NO2)C1C=1SC=CC1 bis(thienyl)-benzoxadiazole